phenyl-3H-1,2,4-triazole-3-one C1(=CC=CC=C1)C1=NC(N=N1)=O